C(C)(C)(C)O[C@H]1[C@@H](C[C@H]2N(CCC3=CC(=C(C=C23)OC)OC([2H])([2H])C2CC2)C1)O (2R,3R,11bR)-3-(tert-butoxy)-9-(cyclopropylmethoxy-d2)-10-methoxy-1,3,4,6,7,11b-hexahydro-2H-pyrido[2,1-a]isoquinolin-2-ol